2-(4-(tert-butyl)-3-methoxyphenyl)-6-chloro-4-nitro-5-(piperidin-1-yl)pyridazin-3(2H)-one C(C)(C)(C)C1=C(C=C(C=C1)N1N=C(C(=C(C1=O)[N+](=O)[O-])N1CCCCC1)Cl)OC